rac-(3S,4R)-4-((tert-butyldiphenylsilyl)oxy)-3-methyl-3-(nitromethyl)cyclohexan-1-one [Si](C1=CC=CC=C1)(C1=CC=CC=C1)(C(C)(C)C)O[C@H]1[C@@](CC(CC1)=O)(C[N+](=O)[O-])C |r|